CC(C)C1=CC=CC=2C(C3=CC=CC=C3SC12)=O 4-(1-methylethyl)-9H-thioxanthen-9-one